styrene lithium salt [Li].C=CC1=CC=CC=C1